ClC=1C(N(C=CC1)C=1C=NC(=CC1)N[C@@H]1C[C@H](CC1)NC=1N=CC(=NC1)C(=O)NC)=O 5-(((1S,3S)-3-((3-Chloro-2-oxo-2H-[1,3'-bipyridin]-6'-yl)amino)cyclopentyl)amino)-N-methylpyrazine-2-carboxamide